ClC1=NC(=CC(=C1)NCC=1N=NN(C1)C1=CC(=C(C=C1)OC(C)C)Cl)C=1C=NNC1 2-Chloro-N-((1-(3-chloro-4-isopropoxyphenyl)-1H-1,2,3-triazol-4-yl)methyl)-6-(1H-pyrazol-4-yl)pyridin-4-amine